2-[[5-Bromo-6-(methoxymethyl)-2,3-dihydrobenzofuran-4-yl]oxymethoxy]ethyl-trimethyl-silane BrC=1C(=CC2=C(CCO2)C1OCOCC[Si](C)(C)C)COC